2-(5-acetyl-2-fluorophenyl)-2,2-difluoroacetic acid ethyl ester C(C)OC(C(F)(F)C1=C(C=CC(=C1)C(C)=O)F)=O